8-[(tert-butyldimethylsilyl)oxy]-4-methoxynaphthalene-1-carbaldehyde [Si](C)(C)(C(C)(C)C)OC=1C=CC=C2C(=CC=C(C12)C=O)OC